ClC=1C=C2C(=NC=NC2=C(C1)SC(F)(F)F)O 6-chloro-8-(trifluoromethylsulfanyl)quinazolin-4-ol